ClC1=NC=C(C(=C1)NCC[C@@H](C)O)C#CC=1C(=NN(C1)C)C (R)-4-((2-Chloro-5-((1,3-dimethyl-1H-pyrazol-4-yl)ethynyl)pyridin-4-yl)amino)butan-2-ol